5-(quinolin-3-yl)-8,9-dihydro-7H-pyrimido[5',4':4,5]pyrrolo[2,1-b][1,3]oxazine-4,8-diamine N1=CC(=CC2=CC=CC=C12)C=1C2=C(N3C1OCC(C3)N)N=CN=C2N